N-methyl-1,1-dioxo-N-{(1S)-2,2,2-trifluoro-1-[4-({7-[(1R)-1-methoxyethyl]-2-methyl-[1,3]thiazolo[5,4-b]pyridin-6-yl}amino)phenyl]ethyl}-1λ6-thiane-4-carboxamide CN(C(=O)C1CCS(CC1)(=O)=O)[C@H](C(F)(F)F)C1=CC=C(C=C1)NC=1C(=C2C(=NC1)SC(=N2)C)[C@@H](C)OC